CN(C(N[C@@H](C(=O)N[C@@H](CCCC1=CC=CC=C1)B(O)O)CC(=O)N1CCOCC1)=O)C ((R)-1-((R)-2-(3,3-dimethylureido)-4-morpholino-4-oxobutanamido)-4-phenylbutyl)boronic acid